5-nitropyridinecarboxaldehyde [N+](=O)([O-])C=1C=CC(=NC1)C=O